ethyl 2-(4-amino-2-((5-(3-(aminomethyl)phenyl)benzofuran-3-yl)methoxy)phenyl)acetate NC1=CC(=C(C=C1)CC(=O)OCC)OCC1=COC2=C1C=C(C=C2)C2=CC(=CC=C2)CN